1-bromo-3-(difluoromethyl)-2-fluorobenzene BrC1=C(C(=CC=C1)C(F)F)F